2-(4-isopropyl-6-methoxy-1-oxo-phthalazin-2-yl)acetic acid C(C)(C)C1=NN(C(C2=CC=C(C=C12)OC)=O)CC(=O)O